6-bromo-4-(difluoromethoxy)phthalazin-1(2H)-one BrC=1C=C2C(=NNC(C2=CC1)=O)OC(F)F